C(CC)O[2H] propanol-d